(1R,3S,5S)-2-(2-(3-acetyl-5-(2-methylpyrimidin-5-yl)-1H-indazol-1-yl)acetyl)-N-(6-bromo-3-methylpyridin-2-yl)-5-(3-isopropylisoxazol-5-yl)-2-azabicyclo[3.1.0]hexane-3-carboxamide C(C)(=O)C1=NN(C2=CC=C(C=C12)C=1C=NC(=NC1)C)CC(=O)N1[C@@H]2C[C@@]2(C[C@H]1C(=O)NC1=NC(=CC=C1C)Br)C1=CC(=NO1)C(C)C